propionaldehyde 2,4-dinitrophenylhydrazone [N+](=O)([O-])C1=C(C=CC(=C1)[N+](=O)[O-])NN=CCC